CC(C(=O)O)(CCC)C 2,2-dimethylvaleric acid